S(C)(=O)(=O)Cl mesylic chloride